3-(4-(4-(((1-acryloylpiperidin-4-yl)methyl)amino)-6-aminopyrimidin-5-yl)phenoxy)benzonitrile C(C=C)(=O)N1CCC(CC1)CNC1=NC=NC(=C1C1=CC=C(OC=2C=C(C#N)C=CC2)C=C1)N